C(C)(C)(C)OC(=O)N1CCC2(CC1)C(C=1C(=NC=CN1)C2)=O 5-oxo-5,7-dihydrospiro[cyclopenta[b]pyrazine-6,4'-piperidine]-1'-carboxylic acid tert-butyl ester